di-2-propenyl trisulfide C(C=C)SSSCC=C